2-(2-oxo-2,3-dihydro-1H-imidazol-1-yl)-4,6-bis(trifluoromethyl)phenyl N-(4-fluorophenyl)-N-methylcarbamate FC1=CC=C(C=C1)N(C(OC1=C(C=C(C=C1C(F)(F)F)C(F)(F)F)N1C(NC=C1)=O)=O)C